4-(1-(2,3-dimethylphenyl)ethyl)-1H-imidazole CC1=C(C=CC=C1C)C(C)C=1N=CNC1